3-(1-acetyl-3-ethyl-6-{[(oxan-4-yl)amino]methyl}-1H-indol-2-yl)prop-2-yn C(C)(=O)N1C(=C(C2=CC=C(C=C12)CNC1CCOCC1)CC)C#CC